diethyl 2-(2-((3-(2,6-dioxopiperidin-3-yl)-1-methyl-1H-indazol-7-yl)oxy)-acetamido)thiophene-3,4-dicarboxylate O=C1NC(CCC1C1=NN(C2=C(C=CC=C12)OCC(=O)NC=1SC=C(C1C(=O)OCC)C(=O)OCC)C)=O